The molecule is a very long-chain primary fatty alcohol that is hexacosane in which a hydrogen attached to one of the terminal carbons is replaced by a hydroxy group. It has a role as a plant metabolite. It is a fatty alcohol 26:0 and a very long-chain primary fatty alcohol. It derives from a hydride of a hexacosane. CCCCCCCCCCCCCCCCCCCCCCCCCCO